BrC=1C=C2C(=CN(C(C2=CC1)=O)C1CN(CC1)C(=O)OC(C)(C)C)C tert-butyl 3-(6-bromo-4-methyl-1-oxoisoquinolin-2-yl)pyrrolidine-1-carboxylate